(S)-N-(5-(3-hydroxypyrrolidin-1-yl)-2-morpholinyloxazolo[4,5-b]pyridin-6-yl)-2-(6-methoxypyridin-3-yl)oxazole-4-carboxamide O[C@@H]1CN(CC1)C1=C(C=C2C(=N1)N=C(O2)N2CCOCC2)NC(=O)C=2N=C(OC2)C=2C=NC(=CC2)OC